1,1'-dihydroxy-5,5'-bitetrazole dihydroxyammonium salt O[NH2+]O.ON1N=NN=C1C1=NN=NN1O